tert-butyl 4-(2-(4-aminopiperidin-1-yl)ethyl)piperidine-1-carboxylate NC1CCN(CC1)CCC1CCN(CC1)C(=O)OC(C)(C)C